C(C1=CC=CC=C1)N1C2=NC=NC=C2N=C1 9-benzylpurine